3-(2-pyridylethyl)thiopropyltrimethoxysilane N1=C(C=CC=C1)CCSCCC[Si](OC)(OC)OC